C(CCC)S(=O)(=O)[O-].C(CCC)[P+](CCCCCCCCCCCC)(CCCC)CCCC tributyldodecylphosphonium butanesulfonate